3-fluoro-5-bromomethyl-benzonitrile FC=1C=C(C#N)C=C(C1)CBr